O=C1N(CC2=CC(=CC=C12)C=1C=2N(C=C(C1)CNC(C)(C)C1=CC=CC=C1)C=CN2)C2C(NC(CC2)=O)=O 3-(1-oxo-5-(6-(((2-phenylpropan-2-yl)amino)methyl)imidazo[1,2-a]pyridin-8-yl)isoindolin-2-yl)piperidine-2,6-dione